COC(CN(CC#C)C(=O)OC(C)(C)C)=O 2-[tert-Butoxycarbonyl-(prop-2-ynyl)amino]acetic acid methyl ester